ClC1=C([C@]([C@@H](C(C(=O)N)=C1)C1=CC=CC2=C1CC(O2)(C2=NC=CC=C2)CN[C@@H]2CC[C@@H](CC2)O)(F)O)OC (2R,3S,4S)-5-chloro-3-hydroxy-2-(((((cis)-4-hydroxycyclohexyl)amino)methyl)-2-(pyridin-2-yl)-2,3-dihydrobenzofuran-4-yl)-3-fluoro-4-methoxybenzamide